lithium bis(hexafluorophosphate) F[P-](F)(F)(F)(F)F.F[P-](F)(F)(F)(F)F.[Li+].[Li+]